Tert-butyl N-[2-[2-[2-[2-[3-[2-(2,6-dioxo-3-piperidyl)-1,3-dioxo-isoindolin-4-yl]propoxy] ethoxy]ethoxy]ethoxy]ethyl]carbamate O=C1NC(CCC1N1C(C2=CC=CC(=C2C1=O)CCCOCCOCCOCCOCCNC(OC(C)(C)C)=O)=O)=O